(2-bromo-6-fluoro-phenyl)methoxy-tert-butyl-dimethyl-silane BrC1=C(C(=CC=C1)F)CO[Si](C)(C)C(C)(C)C